5-cyclopropyl-N-methoxy-N-methyl-1H-pyrazole-3-carboxamide C1(CC1)C1=CC(=NN1)C(=O)N(C)OC